4-(1-(2,4-dichlorobenzyl)-2-methyl-1H-imidazo[4,5-b]pyridin-6-yl)-3,5-dimethylisoxazole ClC1=C(CN2C(=NC3=NC=C(C=C32)C=3C(=NOC3C)C)C)C=CC(=C1)Cl